[Cl-].[Cl-].C[SiH](C)[Zr+2](C1C=CC=2CCCCC12)C1C=CC=2CCCCC12 rac-dimethylsilyl-bis(4,5,6,7-tetrahydro-1-indenyl)zirconium dichloride